Cyclohexyl ((S)-(((2R,3S,4R,5S)-2-cyano-5-(4-dodecanamidopyrrolo[2,1-f][1,2,4]triazin-7-yl)-3,4-dihydroxytetrahydrofuran-2-yl)methoxy)(phenoxy)phosphoryl)-L-alaninate C(#N)[C@@]1(O[C@H]([C@@H]([C@@H]1O)O)C1=CC=C2C(=NC=NN21)NC(CCCCCCCCCCC)=O)CO[P@](=O)(OC2=CC=CC=C2)N[C@@H](C)C(=O)OC2CCCCC2